N-(1-ethyl-1H-tetrazol-5-yl)-2-(((2-ethyl-2H-tetrazol-5-yl)methoxy)methyl)-6-(trifluoromethyl)nicotinamide C(C)N1N=NN=C1NC(C1=C(N=C(C=C1)C(F)(F)F)COCC=1N=NN(N1)CC)=O